6-phenyl-2,4-dichloropyrimidine C1(=CC=CC=C1)C1=CC(=NC(=N1)Cl)Cl